5,5-difluorooxepan-4-one FC1(C(CCOCC1)=O)F